ClC1=NC(=CC(=C1)C=1C=CC=2C=3C=4NC[C@H](NC(C4SC3C=CC2N1)=O)C)C#C[Si](C)(C)C (15R)-5-[2-chloro-6-(2-trimethylsilylethynyl)-4-pyridyl]-15-methyl-11-thia-6,14,17-triazatetracyclo[8.8.0.0^2,7.0^12,18]octadeca-1(10),2(7),3,5,8,12(18)-hexaen-13-one